N-[(1S)-1-[2-(6-Cyanopyrimidin-4-yl)-1,2,4-triazol-3-yl]ethyl]carbamic acid tert-butyl ester C(C)(C)(C)OC(N[C@@H](C)C=1N(N=CN1)C1=NC=NC(=C1)C#N)=O